CN1C(=NC=C1)NC1=NC(=NN2C1=C(C=C2)C2=NC=CC=C2)C=2N(C=CN2)C N,2-bis(1-methyl-1H-imidazol-2-yl)-5-(pyridin-2-yl)pyrrolo[2,1-f][1,2,4]triazin-4-amine